C1(CC1)C(=O)C=1N=C2N(N1)[C@@H](C[C@@H]2F)C=2C=NN(C2)C cyclopropyl-((5S,7S)-7-fluoro-5-(1-methyl-1H-pyrazol-4-yl)-6,7-dihydro-5H-pyrrolo[1,2-b][1,2,4]triazol-2-yl)methanone